(tetrahydrothiophen-3-yl)benzamide S1CC(CC1)C1=C(C(=O)N)C=CC=C1